1-(tert-butyl) 2-ethyl 3-methyl-1H-indole-1,2-dicarboxylate CC1=C(N(C2=CC=CC=C12)C(=O)OC(C)(C)C)C(=O)OCC